tert-butyl-(14-amino-3,6,9,12-tetraoxatetradec-1-yl)carbamate C(C)(C)(C)OC(NCCOCCOCCOCCOCCN)=O